FC=1C(=NC=CC1)\C=C\S(=O)(=O)C1=C(C=CC=C1)F (E)-3-fluoro-2-(2-(2-fluorobenzenesulfonyl)vinyl)pyridine